C(C)C1=NC=CC=C1CC1(CCN(CC1)C(=O)OC(C)(C)C)O Tert-Butyl 4-[(2-ethylpyridin-3-yl)methyl]-4-hydroxypiperidine-1-carboxylate